3-(5-bromo-2H-indazol-2-yl)-1-(4-methoxybenzyl)piperidine-2,6-dione BrC1=CC2=CN(N=C2C=C1)C1C(N(C(CC1)=O)CC1=CC=C(C=C1)OC)=O